COC1=C(C=NC=C1)C1=CC2=C(C(=N1)C)C=NN2C2=CC(=CC(=N2)OCCO)N2[C@@H]([C@H](C2)CS(=O)(=O)C)C 2-((6-(6-(4-methoxypyridin-3-yl)-4-methyl-1H-pyrazolo[4,3-c]pyridin-1-yl)-4-((2R,3S)-2-methyl-3-((methylsulfonyl)methyl)azetidin-1-yl)pyridin-2-yl)oxy)ethan-1-ol